1-(tert-butyl) 2-ethyl (2S)-4-methyl-5-oxopyrrolidine-1,2-dicarboxylate CC1C[C@H](N(C1=O)C(=O)OC(C)(C)C)C(=O)OCC